zirconium (IV) neodecanoate C(CCCCCC(C)(C)C)(=O)[O-].[Zr+4].C(CCCCCC(C)(C)C)(=O)[O-].C(CCCCCC(C)(C)C)(=O)[O-].C(CCCCCC(C)(C)C)(=O)[O-]